tert-butyl 5-((6-((1-acryloylpiperidin-4-yl)oxy)-7-methoxyquinazolin-4-yl)amino)indoline-1-carboxylate C(C=C)(=O)N1CCC(CC1)OC=1C=C2C(=NC=NC2=CC1OC)NC=1C=C2CCN(C2=CC1)C(=O)OC(C)(C)C